NC1=NC=CC(=C1Cl)SC=1C=CC=2C(=NC=C(N2)N2CCC3(CC2)CC=2C(=NC=CC2)C3N)N1 (6-((2-amino-3-chloropyridin-4-yl)thio)pyrido[2,3-b]pyrazin-2-yl)-5,7-dihydrospiro[cyclopenta[b]pyridine-6,4'-piperidin]-7-amine